(trans-2-hydroxycyclopentyl)-4-methyl-6-(4-(1H-pyrazol-1-yl)benzyl)isoindolin-1-one O[C@H]1[C@@H](CCC1)N1C(C2=CC(=CC(=C2C1)C)CC1=CC=C(C=C1)N1N=CC=C1)=O